ClC1=CC=C(C=C1)C1CCN(CC1)C1=CC(=C(C=C1)CC(=O)OCC)F ethyl 2-(4-(4-(4-chlorophenyl)piperidin-1-yl)-2-fluorophenyl)acetate